C(C)(C)(C)OC(N[C@@H]1CN(CC[C@H]1F)C1=NC2=C(N1CC1=CC=C(C=C1)C#N)C=C(C=C2)Cl)=O ((3r,4r)-1-(6-chloro-1-(4-cyanobenzyl)-1H-benzo[d]imidazol-2-yl)-4-fluoropiperidin-3-yl)carbamic acid tert-butyl ester